(2-methoxy-1,1-difluoro-2-ethoxycarbonyl)-4-methylpyridine COC(C(F)F)OC(=O)C1=NC=CC(=C1)C